FC(C1=NC=CC(=C1)C1=C(N=C2N1C=CC=N2)C2=CC1=C(OCCN1C(C)=O)C=C2)(F)F 1-(6-(3-(2-(triFluoromethyl)pyridin-4-yl)imidazo[1,2-a]pyrimidin-2-yl)-2,3-dihydro-4H-benzo[b][1,4]oxazin-4-yl)ethan-1-one